tert-Butyl (S)-2-amino-2-(5-nitroquinolin-8-yl)propanoate N[C@@](C(=O)OC(C)(C)C)(C)C=1C=CC(=C2C=CC=NC12)[N+](=O)[O-]